BrC1=CC(=C(C(=C1)[N+](=O)[O-])N[C@H]1[C@H](CCC1)NC(=O)C1=CC(NC2=C(C=CC=C12)F)=O)C(=O)N1CCOCC1 N-((1S,2R)-2-((4-bromo-2-(morpholine-4-carbonyl)-6-nitrophenyl)amino)cyclopentyl)-8-fluoro-2-oxo-1,2-dihydroquinoline-4-carboxamide